CC=1N(C(=CC1)C)C1=NC=C(C(=C1F)C)I 2-(2,5-dimethyl-1H-pyrrol-1-yl)-3-fluoro-5-iodo-4-methylpyridine